fluoro-N5,N8-dimethyl-N5-phenyl-[1,2,4]triazolo[4,3-a]quinazoline-5,8-diamine FC1=NN=C2N1C1=CC(=CC=C1C(=N2)N(C2=CC=CC=C2)C)NC